1-(2-(4-phenyl-1H-imidazol-2-yl)piperidin-1-yl)pent-4-en-1-one C1(=CC=CC=C1)C=1N=C(NC1)C1N(CCCC1)C(CCC=C)=O